(((5-methyl-1H-benzotriazol-1-yl)methyl)imino)bis-ethanol CC1=CC2=C(N(N=N2)CN(CCO)CCO)C=C1